C(C)(C)OC1=NC=CC=N1 2-isopropoxypyrimidine